C1(=CC=CC=C1)CCC=C(C1=CC=C(C=C1)Br)C1=CC=C(C=C1)Br 4-phenyl-1,1-bis(p-bromophenyl)-1-butene